(S)- or (R)-4-[[1-[3-[(2,2-difluoro-1,3-benzodioxol-5-yl)-methylcarbamoyl]phenyl]-3-(trifluoromethyl)-6,7-dihydro-4H-pyrano[4,3-c]pyrazol-7-yl]oxy]benzoic acid FC1(OC2=C(O1)C=CC(=C2)N(C(=O)C=2C=C(C=CC2)N2N=C(C1=C2[C@@H](COC1)OC1=CC=C(C(=O)O)C=C1)C(F)(F)F)C)F |o1:24|